2-mesitylenesulfonate C1(=C(C(=CC(=C1)C)C)S(=O)(=O)[O-])C